(S)-1-(4-((3-amino-5-(1-amino-1,3-dihydrospiro[indene-2,4'-piperidin]-1'-yl)pyrazin-2-yl)thio)-3-chloropyridin-2-yl)pyrrolidin-2-one NC=1C(=NC=C(N1)N1CCC2(CC1)[C@@H](C1=CC=CC=C1C2)N)SC2=C(C(=NC=C2)N2C(CCC2)=O)Cl